4-[1-(5-Methyl-2-oxo-[1,3]dioxol-4-ylmethyl)-piperidin-3-yl]-N-[4-methyl-3-(4-pyridin-3-yl-pyrimidin-2-ylamino)-phenyl]-benzamide CC1=C(OC(O1)=O)CN1CC(CCC1)C1=CC=C(C(=O)NC2=CC(=C(C=C2)C)NC2=NC=CC(=N2)C=2C=NC=CC2)C=C1